CC(C=O)CCCCCCCCC methyl-n-nonylacetaldehyde